4-amino-2-fluoro-3,5-diisopropylbenzonitrile NC1=C(C(=C(C#N)C=C1C(C)C)F)C(C)C